FC=1C=C(C=CC1C=1C=NC(=CC1)C=1N=NN(N1)C=C)N1C(O[C@H](C1)C(C)O)=O (R)-3-(3-fluoro-4-(6-(2-vinyl-2H-tetrazol-5-yl)pyridin-3-yl)phenyl)-5-(1-hydroxyethyl)oxazolidin-2-one